C(C)OC(C=CC=1N=C(N(C1C)CC1OCC1)C=O)=O 3-(2-formyl-5-methyl-1-(oxetan-2-ylmethyl)-1H-imidazol-4-yl)acrylic acid ethyl ester